ClC=1C(=NC(=NC1)NC1=CC(=NC=C1)C#CCCNC(OC(C)(C)C)=O)NC1=C(C=CC=C1)NC(=O)OCC[Si](C)(C)C tert-Butyl N-(4-{4-[(5-chloro-4-{[2-({[2-(trimethylsilyl)ethoxy]carbonyl}amino) phenyl] amino}pyrimidin-2-yl)amino] pyridin-2-yl}but-3-yn-1-yl)carbamate